C(C)OC(=O)C=1N=C2N(C=C(C=C2)OC2=NC=C(C=C2OCC(F)(F)F)F)C1.C(CC)C1N(CCCC1)CCCC Propyl-butyl-piperidine ethyl-6-((5-fluoro-3-(2,2,2-trifluoroethoxy)pyridin-2-yl)oxy)imidazo[1,2-a]pyridine-2-carboxylate